OCC=1C(=NN(C1)C)C(F)(F)F (hydroxymethyl)-1-methyl-3-(trifluoromethyl)-1H-pyrazol